tert-butyl 4-(aminomethyl)-5-methoxy-7-methyl-1H-indole-1-carboxylate NCC1=C2C=CN(C2=C(C=C1OC)C)C(=O)OC(C)(C)C